FC=1C(=NC(=NC1)NC1=NC=2CCNCC2C=C1)C1=C(C2=C(N(N=C2C=C1)C)C(C)C)F N-(5-fluoro-4-(4-fluoro-3-isopropyl-2-methyl-2H-indazol-5-yl)pyrimidin-2-yl)-5,6,7,8-tetrahydro-1,6-naphthyridin-2-amine